C1SSC=C1 2,3-dithiol